FC(C=1C=C(C=CC1C(F)(F)F)NC(NCCCN(CCCCCCCCC(=O)O)C)=O)(F)F 9-((3-(3-(3,4-bis(trifluoromethyl)phenyl)ureido)propyl)(methyl)amino)nonanoic acid